5-fluoro-N-(2-morpholinobenzo[d]thiazol-6-yl)-1H-indole-3-carboxamide FC=1C=C2C(=CNC2=CC1)C(=O)NC1=CC2=C(N=C(S2)N2CCOCC2)C=C1